nonadecanoyl triacontanoate C(CCCCCCCCCCCCCCCCCCCCCCCCCCCCC)(=O)OC(CCCCCCCCCCCCCCCCCC)=O